S(=O)(=O)(O)O.OC=1C=C(C=CC1)C1=CC=CC=C1 m-hydroxybiphenyl sulfate